FC=1C(=C(C(=O)O)C=CC1)SCC1=CC=C(C=C1)OC 3-fluoro-2-[(4-methoxyphenyl)methylsulfanyl]benzoic acid